2,4-dihydroxy-5-isopropyl-N-(quinolin-5-yl)benzamide OC1=C(C(=O)NC2=C3C=CC=NC3=CC=C2)C=C(C(=C1)O)C(C)C